C1(=C2N(C=N1)CCC2)C(C(NC=2SC=CN2)=O)N2CC1=C(C=C(C=C1C2=O)C=2C=CC(=NC2)N2CC1(CN(C1)C(=O)OC(C)(C)C)C2)F tert-Butyl 6-[5-[2-[1-(6,7-dihydro-5H-pyrrolo[1,2-c]imidazol-1-yl)-2-oxo-2-(thiazol-2-ylamino)ethyl]-7-fluoro-3-oxo-isoindolin-5-yl]-2-pyridyl]-2,6-diazaspiro[3.3]heptane-2-carboxylate